C(C)C=1NC(=C(CC1C(=O)OCC)C(=O)OCC)CC Diethyl 2,6-diethyl-1,4-dihydro-3,5-pyridinedicarboxylate